Pyrimidin-2-yl-pyrazole N1=C(N=CC=C1)C1=NNC=C1